2-((1,1'-biphenyl)-4-yl)-4-chloro-6-phenyl-1,3,5-triazine C1(=CC=C(C=C1)C1=NC(=NC(=N1)Cl)C1=CC=CC=C1)C1=CC=CC=C1